methyl (S)-hexahydropyridazine-3-carboxylate dihydrochloride Cl.Cl.N1N[C@@H](CCC1)C(=O)OC